tert-butyl 9-((1S)-1-(1-(3-(2,6-dioxopiperidin-3-yl)-7-fluoro-1-methyl-1H-indazol-6-yl)piperidin-4-yl)ethyl)-3,9-diazaspiro[5.5]undecane-3-carboxylate O=C1NC(CCC1C1=NN(C2=C(C(=CC=C12)N1CCC(CC1)[C@H](C)N1CCC2(CCN(CC2)C(=O)OC(C)(C)C)CC1)F)C)=O